3-methoxy-1-methyl-5-(pyrrolidin-2-yl)-1H-pyrazole COC1=NN(C(=C1)C1NCCC1)C